[3-[dimethyl [2-(trivinylsilyl) ethyl] silyl] propyl] ethyl carbonate C(OCCC[Si](CC[Si](C=C)(C=C)C=C)(C)C)(OCC)=O